C1(=CC=CC=C1)C(C1=CC=CC=C1)=NC=1C=NC(=NC1)C(=O)NC1=C(C=CC(=C1)N1N=NC(=C1)C(NCCCN1CCOCC1)=O)N1CCN(CC1)C 5-((diphenylmethylene)amino)-N-(2-(4-methylpiperazin-1-yl)-5-(4-((3-morpholinopropyl)carbamoyl)-1H-1,2,3-triazol-1-yl)phenyl)pyrimidine-2-carboxamide